C([C@@]1(C)C(C)(C)C(C(=O)O)CC1)(=O)O (1R,2S)-(+)-Camphoric acid